COC1=C(C=C(C=C1)[N+](=O)[O-])C=1NC=C(N1)C1=CC=C(C=C1)F 2-(2-methoxy-5-nitrophenyl)-4(s)-(4-fluorophenyl)-1H-imidazol